N-ethyl-N-methyl-carbamoyl chloride C(C)N(C(=O)Cl)C